N-phenyl-2-(4,4,5,5-tetramethyl-1,3,2-dioxaborolan-2-yl)-N-(3-(triphenylen-2-yl)phenyl)aniline C1(=CC=CC=C1)N(C1=C(C=CC=C1)B1OC(C(O1)(C)C)(C)C)C1=CC(=CC=C1)C1=CC=2C3=CC=CC=C3C3=CC=CC=C3C2C=C1